[Mn](=O)(=O)(O)O.[Zn] zinc manganic acid